[N+](=O)([O-])C=1C=C(C=CC1)C=1C=C(N)C=CC1 3-(3-Nitrophenyl)aniline